O=C1CC(OC1)C(=O)OCC ethyl 4-oxo-tetrahydrofuran-2-carboxylate